BrC=1N=C(SC1)C(C)NS(=O)C(C)(C)C N-(1-(4-bromothiazol-2-yl)ethyl)-2-methylpropane-2-sulfinamide